BrC1=CC=C(C=C1)NS(=O)(=O)C1=C(C=CC(=C1)C)NC(C1=C(C=CC=C1)OC1=CC=CC=C1)=O N-(2-(N-(4-bromophenyl)sulfamoyl)-4-methylphenyl)-2-phenoxybenzamide